BrC=1C(=NN(C1)C1CCN(CC1)C(=O)OC(C)(C)C)CC tert-butyl 4-(4-bromo-3-ethyl-1H-pyrazol-1-yl)piperidine-1-carboxylate